(vinyloxy)propanol C(=C)OC(CC)O